COC=1NC2=NC(=NC(=C2N1)N)NCCCCC 8-methoxy-N2-pentyl-9H-purine-2,6-diamine